IC=1N=C(NC1I)C1=NN(C2=C(C(=CC=C12)C1=C(C=C(C=C1)O)CC)F)C1OCCCC1 4-(3-(4,5-diiodo-1H-imidazol-2-yl)-7-fluoro-1-(tetrahydro-2H-pyran-2-yl)-1H-indazol-6-yl)-3-ethylphenol